N-[(S)-(4,4-Difluorocyclohexyl){7-[3,3-difluoro-1-(2,2,2-trifluoroethylcarbamoyl)-propyl]imidazo[1,2-b]pyridazin-2-yl}methyl]-2-isopropylpyrazole-3-carboxamide FC1(CCC(CC1)[C@H](NC(=O)C=1N(N=CC1)C(C)C)C=1N=C2N(N=CC(=C2)C(CC(F)F)C(NCC(F)(F)F)=O)C1)F